C(CCC)N(CCO)CCCC.P(=O)(OCC(CCCCCC)CCCC)(O)O 2-butyl-1-octyl phosphate dibutylethanolamine salt